N-{4-[2-(2-Chloro-phenyl)-thiomorpholin-4-yl]-2,6-dimethyl-phenyl}-2-cyclopentyl-acetamide ClC1=C(C=CC=C1)C1CN(CCS1)C1=CC(=C(C(=C1)C)NC(CC1CCCC1)=O)C